C(C)OC(=O)C1=NC2=CC(=CC(=C2N=C1OCC1=CC=C(C=C1)OC)C(=C)OCC)C.S(N)(=O)(=O)C=1C=C(C=CC1)NC(CCC#C)=O N-(3-sulfamoylphenyl)pent-4-ynamide ethyl-5-(1-ethoxyvinyl)-3-((4-methoxybenzyl)oxy)-7-methylquinoxaline-2-carboxylate